methyl 2-(7-bromo-4-(2,2-difluoroethyl)-1-oxophthalazin-2(1H)-yl)acetate BrC1=CC=C2C(=NN(C(C2=C1)=O)CC(=O)OC)CC(F)F